C1(=CC=CC=2C3=CC=CC=C3NC12)C1=CC=C(C=C1)C1=CC=C(C=C1)C1=CC=CC=2C3=CC=CC=C3NC12 4,4'-dicarbazolyl-1,1'-biphenyl